3-(6-fluoro-5-(((1-(6-(6-((R)-2-(3-fluorophenyl)pyrrolidin-1-yl)imidazo[1,2-b]pyridazin-3-yl)pyridin-2-yl)piperidin-4-yl)(methyl)amino)methyl)-1-oxoisoindolin-2-yl)piperidine-2,6-dione FC1=C(C=C2CN(C(C2=C1)=O)C1C(NC(CC1)=O)=O)CN(C)C1CCN(CC1)C1=NC(=CC=C1)C1=CN=C2N1N=C(C=C2)N2[C@H](CCC2)C2=CC(=CC=C2)F